OC1(CC(C1)C(=O)N1CC2(C1)CC(C2)CC2=CC=NC=C2)C ((1s,3s)-3-Hydroxy-3-methylcyclobutyl)(6-(pyridin-4-ylmethyl)-2-azaspiro[3.3]heptan-2-yl)methanone